1,1,1-trideuterio-2-methyl-propan-2-amine [2H]C(C(C)(N)C)([2H])[2H]